C(C)(C)(C)C1=NN(C(=C1)NC(NC1=C(C=C(OC2=CC(=NC=C2)NC(C)=O)C=C1)SC)=O)C1=CC=CC=C1 N-(4-(4-(3-(3-(tert-butyl)-1-phenyl-1H-pyrazol-5-yl)ureido)-3-(methylthio)phenoxy)pyridin-2-yl)acetamide